N1=C(N)N=C(N)N=C1N.P(O)(O)(O)=O phosphoric acid melamine salt